C(=O)[C@@H]1N(CCN(C1)C(=O)OC(C)(C)C)C(=O)OC(C)(C)C 1,4-di-tert-butyl (2R)-2-formylpiperazine-1,4-dicarboxylate